1,4-phenylene bis(4-((acryloyloxy)methoxy)benzoate) C(C=C)(=O)OCOC1=CC=C(C(=O)OC2=CC=C(C=C2)OC(C2=CC=C(C=C2)OCOC(C=C)=O)=O)C=C1